[Fe].[Zr] zirconium-iron salt